3-((1'R,2'R)-2,6-dihydroxy-5'-methyl-2'-(prop-1-en-2-yl)-1',2',3',4'-tetrahydro-[1,1'-biphenyl]-4-yl)propionic acid OC1=C(C(=CC(=C1)CCC(=O)O)O)[C@H]1[C@@H](CCC(=C1)C)C(=C)C